ClC=1C=C(C=CC1)N1C=CC2=C1N=CN(C2=O)CC2(CCN(CC2)C(=O)[C@H]2[C@@H](CN(CC2)C(=O)C2=CN=C(S2)C=2C=NC(=CC2)C)C2=CC=CC=C2)O 7-(3-chlorophenyl)-3-[[4-hydroxy-1-[(3R,4R)-1-[2-(6-methyl-3-pyridyl)thiazole-5-carbonyl]-3-phenyl-piperidine-4-carbonyl]-4-piperidinyl]methyl]pyrrolo[2,3-d]pyrimidin-4-one